COC1=C(C=CC(=N1)CC1CC2(CN(C2)C(=O)OCCCC)C1)C(F)(F)F butyl 6-((6-methoxy-5-(trifluoromethyl)pyridin-2-yl)methyl)-2-azaspiro[3.3]heptane-2-carboxylate